BrC1=CC=C(C2=CC=CC=C12)CC1(C(N=CC=C1)N)N 3-[(4-bromonaphthalen-1-yl)methyl]2,3-diaminopyridine